2-(1-methyl-1H-pyrazol-4-yl)pyrazolo[5,1-b]Thiazole-7-carboxamide hydrochloride Cl.CN1N=CC(=C1)C1=CN2C(S1)=C(C=N2)C(=O)N